C(#N)C1=NC=C(C(=C1)C1=CC=2N(C=C1)N=C(C2)NC(=O)C2CC2)OCC(C)(C)O N-[5-[2-Cyano-5-(2-hydroxy-2-methyl-propoxy)-4-pyridyl]pyrazolo[1,5-a]pyridin-2-yl]cyclopropanecarboxamide